ClC=1C=C2C(=NN(C2=CC1)CC(C(=O)OCC(F)(F)F)(C)C)C1=CC=CC=C1 2,2,2-Trifluoroethyl 3-(5-chloro-3-phenyl-1H-indazol-1-yl)-2,2-dimethylpropanoate